Tert-butyl 4-((1-((benzyloxy)carbonyl)piperidin-4-yl)methyl)piperazine-1-carboxylate C(C1=CC=CC=C1)OC(=O)N1CCC(CC1)CN1CCN(CC1)C(=O)OC(C)(C)C